NC=1C(NC2=C(C=C(C=C2C1C1=C2C=NNC2=C(C=C1)Cl)Cl)C#C)=O 3-amino-6-chloro-4-(7-chloro-1H-indazol-4-yl)-8-ethynyl-1H-quinolin-2-one